5-(((Cyclopropylmethyl)amino)methyl)-N-(2-fluoro-5-(5-(4-methyl-4H-1,2,4-triazol-3-yl)spiro[2.3]hexan-5-yl)phenyl)-2-oxo-1-(2,2,2-trifluoroethyl)-1,2-dihydropyridine-3-carboxamide C1(CC1)CNCC=1C=C(C(N(C1)CC(F)(F)F)=O)C(=O)NC1=C(C=CC(=C1)C1(CC2(CC2)C1)C1=NN=CN1C)F